(S)-7-((1s,4s)-4-(2-fluoro-6-methylphenyl)cyclohexyl)-3-methyl-5-((3-(trifluoromethyl)pyridin-2-yl)methyl)pyrido[2,3-b]pyrazin-6(5H)-one FC1=C(C(=CC=C1)C)C1CCC(CC1)C1=CC=2C(=NC(=CN2)C)N(C1=O)CC1=NC=CC=C1C(F)(F)F